uridine 5'-phosphate sodium salt [Na+].P(=O)([O-])([O-])OC[C@@H]1[C@H]([C@H]([C@@H](O1)N1C(=O)NC(=O)C=C1)O)O.[Na+]